BrC=1C=C(NC2(CCC3(N(C(C4=CC=CC=C34)=O)C3=CC=C(C=C3)OC)CC2)C(=O)N)C=CC1 (1s,4s)-4-(3-bromoanilino)-2'-(4-methoxyphenyl)-3'-oxo-2',3'-dihydrospiro[cyclohexane-1,1'-isoindole]-4-carboxamide